2-(bromo-methyl)-5-(trifluoro-methyl)pyrazine BrCC1=NC=C(N=C1)C(F)(F)F